O=C([C@H](CCCCNC(OC(C)(C)C)=O)NC([O-])=O)N1[C@@H](CCC1)C(N[C@@H](CC1=NC=CC=C1)C1=CC=CC=C1)=O tert-Butyl (S)-6-oxo-6-((S)-2-((S)-1-phenyl-2-(pyridin-2-yl)ethylcarbamoyl)pyrrolidin-1-yl)hexane-1,5-diyldicarbamate